CN(C1=CC=C(/C=C/C2=NC=C(C(=O)NC3=CN(C(=C3)C(NC3=CN(C(=C3)C(NCC\C(=N/CCCCCCC)\NCCCCCCC)=O)C)=O)C)C=C2)C=C1)C 6-((E)-4-(dimethylamino)styryl)-N-(5-((5-(((E)-3-(heptylamino)-3-(heptylimino)propyl)carbamoyl)-1-methyl-1H-pyrrol-3-yl)carbamoyl)-1-methyl-1H-pyrrol-3-yl)nicotinamide